ethyl 5-(1-fluoro-2-methylpropan-2-yl)-1,2,4-oxadiazole-3-carboxylate FCC(C)(C)C1=NC(=NO1)C(=O)OCC